3-bromo-N-[1-[3-[5-(difluoromethoxy)pyrimidin-2-yl]pyrazin-2-yl]ethyl]-5-(trifluoromethyl)benzamide BrC=1C=C(C(=O)NC(C)C2=NC=CN=C2C2=NC=C(C=N2)OC(F)F)C=C(C1)C(F)(F)F